CC=1SC(=CC1C=1N(C=CC1)CC(C(=O)O)(C1=CC=CC=C1)OCC)C 2-[2-methyl-5-methylthiophenyl]-pyrrol-1-yl-EthoxyPhenyl-Propionic Acid